(S)-N-(6-(3-(5,5-difluoropiperidin-2-yl)-1H-1,2,4-triazol-1-yl)-5-fluoropyridin-3-yl)-2-(2-fluoro-3-(trifluoromethyl)phenyl)acetamide FC1(CC[C@H](NC1)C1=NN(C=N1)C1=C(C=C(C=N1)NC(CC1=C(C(=CC=C1)C(F)(F)F)F)=O)F)F